7-(3-methylbutan-2-yl)-5-(trifluoromethyl)pyrrolo[2,1-f][1,2,4]triazine-6-carbonitrile CC(C(C)C1=C(C(=C2C=NC=NN21)C(F)(F)F)C#N)C